C(CC(C)C)(=O)OCC ETHYL ISOVALERATE